1-Nonyl-1-propylpiperidinium cyanid [C-]#N.C(CCCCCCCC)[N+]1(CCCCC1)CCC